5-fluoro-1-((2R,3S,4R,5R)-3-fluoro-4-hydroxy-5-(hydroxymethyl)-5-vinyltetrahydrofuran-2-yl)pyrimidine-2,4(1H,3H)-dione 6-(thiazole-5-carbonyl)-2,6-diazaspiro[3.4]octane-2-carboxylate S1C=NC=C1C(=O)N1CC2(CN(C2)C(=O)O)CC1.FC=1C(NC(N(C1)[C@@H]1O[C@]([C@H]([C@@H]1F)O)(C=C)CO)=O)=O